N-(5-benzylthiazol-2-yl)-2-(2-(2,6-dioxopiperidin-3-yl)-7-fluoro-3-oxoisoindolin-5-yl)acetamide C(C1=CC=CC=C1)C1=CN=C(S1)NC(CC=1C=C2C(N(CC2=C(C1)F)C1C(NC(CC1)=O)=O)=O)=O